O=C1C(=CN=C2N1C=CC=C2)C(=O)OCC Ethyl 4-oxo-4H-pyrido[1,2-a]pyrimidine-3-carboxylate